1,1,1,3,3,3-hexafluoropropan-2-yl 1-(3-morpholinyl-5-(trifluoromethyl) benzyl)-1,8-diazaspiro[4.5]decane-8-carboxylate N1(CCOCC1)C=1C=C(CN2CCCC23CCN(CC3)C(=O)OC(C(F)(F)F)C(F)(F)F)C=C(C1)C(F)(F)F